1-(Cyclopropylmethyl)-N-isopropyl-1H-pyrazole-4-carboxamide C1(CC1)CN1N=CC(=C1)C(=O)NC(C)C